F[C@H]1CN(CC[C@H]1OC)C1=NC=CC(=N1)NC=1N=CC2=C(C=CC(=C2C1)C(C)C)N1[C@@H]([C@H](C1)CS(=O)(=O)C)C N-(2-((3S,4r)-3-fluoro-4-methoxypiperidin-1-yl)pyrimidin-4-yl)-5-isopropyl-8-((2r,3S)-2-methyl-3-((methylsulfonyl)methyl)azetidin-1-yl)isoquinolin-3-amine